2-Cyclopropyl-6-(5-isopropoxy-1H-indazol-3-yl)-4-morpholinopyridazin-3(2H)-one C1(CC1)N1N=C(C=C(C1=O)N1CCOCC1)C1=NNC2=CC=C(C=C12)OC(C)C